N-{(2S)-4-chloro-3-oxo-1-[(3S)-2-oxopyrrolidin-3-yl]butan-2-yl}-N2-[(2R)-oxolane-2-carbonyl]-L-leucinamide ClCC([C@H](C[C@H]1C(NCC1)=O)NC([C@@H](NC(=O)[C@@H]1OCCC1)CC(C)C)=O)=O